(RS)-3-(2-(benzyloxy)ethyl)pyrrolidine 2,2,2-trifluoroacetate FC(C(=O)O)(F)F.C(C1=CC=CC=C1)OCC[C@@H]1CNCC1 |r|